O=C1NC(CCC1NC1=CC=C(C=C1)C1CCN(CC1)CCCCCCCC(=O)O)=O 8-[4-[4-[(2,6-dioxo-3-piperidyl)amino]phenyl]-1-piperidyl]octanoic acid